OC1CCC(CC1)C(=O)O 4-HYDROXYCYCLOHEXANECARBOXYLIC ACID